6-bromo-4-(difluoromethyl)-1H-indole-1-carboxylic acid benzyl ester C(C1=CC=CC=C1)OC(=O)N1C=CC2=C(C=C(C=C12)Br)C(F)F